C(C)(C)(C)OC(=O)N1[C@@H](C[C@H](C1)NC(=O)C=1OC(=CN1)C1=CC(=CC=C1)Br)CN1N=NC=C1 (2S,4R)-2-((1H-1,2,3-triazol-1-yl)methyl)-4-(5-(3-bromophenyl)oxazol-2-carboxamido)pyrrolidine-1-carboxylic acid tert-butyl ester